C(C)(C)N(C1=CC2=C(C(=N1)CNC)CN(C2=O)C2=NC(=CC=C2)C2=NN=CN2C2=CC=CC=C2)C 6-(isopropyl(methyl)amino)-4-((methylamino)methyl)-2-(6-(4-phenyl-4H-1,2,4-Triazol-3-yl)pyridin-2-yl)-2,3-dihydro-1H-pyrrolo[3,4-c]pyridin-1-one